FC=1C=C(COC2=NC(N3C(N4[C@@]5(CO[C@H](C4)C5)C3)=C2CC)=O)C=C(C1OC1=CC(=NC=C1)C(F)(F)F)F (3S,11aR)-7-((3,5-difluoro-4-((2-(trifluoromethyl)pyridin-4-yl)oxy)benzyl)oxy)-6-ethyl-3,4-dihydro-1H,9H,11H-3,11a-methanopyrimido[6',1':2,3]imidazo[5,1-c][1,4]oxazin-9-one